COC(=O)C=1N(C=CC1)C=1C=NC=CC1[N+](=O)[O-].OC1=C(C=C(C=C1)C=O)C(F)(F)F (4-hydroxy-3-(trifluoromethyl)phenyl)methanone methyl-1-(4-nitro-3-pyridyl)pyrrole-2-carboxylate